C(=C)C1=CC=C(C(=N1)F)C1=C(C=NN1C1CCOCC1)C(=O)OCC Ethyl 5-(6-ethenyl-2-fluoropyridin-3-yl)-1-(oxan-4-yl)pyrazole-4-carboxylate